N-{[5-chloro-6-(3-methyl-1,2-benzisoxazol-5-yl)-2-indolyl]methyl}acetamide ClC=1C=C2C=C(NC2=CC1C=1C=CC2=C(C(=NO2)C)C1)CNC(C)=O